(Z)-5-bromo-3-((3-hydroxyphenyl)(pyridazin-4-ylamino)methylene)indolin-2-one BrC=1C=C2/C(/C(NC2=CC1)=O)=C(/NC1=CN=NC=C1)\C1=CC(=CC=C1)O